O[C@H](C(=O)O)C (S)-hydroxypropionic acid